IC1=C(OCCO)C(=CC(=C1)I)I 2-(2,4,6-triiodophenoxy)ethanol